ClC=1C(=C(C(=CC1)N1N=CC(=C1)C(F)(F)F)C1=NC=NC(=C1)OC)F 4-(3-chloro-2-fluoro-6-(4-(trifluoromethyl)-1H-pyrazol-1-yl)phenyl)-6-methoxypyrimidine